N-({4-[(5-bromo-1-{[2-(trimethyl-silyl)ethoxy]methyl}pyrrolo[2,3-b]pyridin-6-yl)oxy]oxan-3-yl}methyl)-4-methylbenzenesulfonamide BrC=1C=C2C(=NC1OC1C(COCC1)CNS(=O)(=O)C1=CC=C(C=C1)C)N(C=C2)COCC[Si](C)(C)C